tert-butyl-(5RS)-2-[4-(methylsulfanyl)benzyl]-3-oxo-2,3,5,6,7,8-hexahydro[1,2,4]triazolo[4,3-a]pyridine-5-carboxylate C(C)(C)(C)OC(=O)[C@H]1CCCC=2N1C(N(N2)CC2=CC=C(C=C2)SC)=O |r|